(E)-cyclooct-1-en-1-yl acetate C(C)(=O)O\C\1=C\CCCCCC1